2,5-di-tert-butyl-1,4-dimethoxybenzene C(C)(C)(C)C1=C(C=C(C(=C1)OC)C(C)(C)C)OC